COC1=C(C=CC(=C1)S(=O)(=O)C)NCC#CC1=C(C2=C(S1)C(=CC=C2)NCC2CCN(CC2)C)CC(F)(F)F 2-(3-((2-methoxy-4-(methylsulfonyl)phenyl)amino)prop-1-yn-1-yl)-N-((1-methylpiperidin-4-yl)methyl)-3-(2,2,2-trifluoroethyl)benzo[b]thiophen-7-amine